O1C(=NC2=C1C=CC=C2)C2=CC=C(C=C2)N(C=2C=CC1=C(N=C(O1)C1=CC=C(C=C1)N(C1=CC=CC=C1)C1=CC=C(C=C1)C=1OC3=C(N1)C=CC=C3)C2)C2=CC=CC=C2 5-{(4-Benzooxazol-2-yl-phenyl)-phenyl-amino}-2-[4-{(4-Benzooxazol-2-yl-phenyl)-phenyl-amino}-phenyl]-Benzooxazol